(3-(2-cyanocyclopropyl)-1-(2-(1,1-difluoroethyl)pyrimidin-4-yl)-1H-pyrazolo[4,3-c]pyridin-6-yl)acetamide C(#N)C1C(C1)C1=NN(C2=C1C=NC(=C2)CC(=O)N)C2=NC(=NC=C2)C(C)(F)F